FC=1C=C2C(=C(/C(/C2=CC1)=C/C1=CC=C(C=C1)C(F)(F)F)C)C(C(=O)O)C 2-[(1Z)-5-fluoro-2-methyl-1-{[4-(trifluoromethyl)phenyl]methylidene}-1H-inden-3-yl]propanoic acid